COC=1C=C(C=CC1OC)CC(=O)NC=1C=CC2=C(S(C=C2)(=O)=O)C1 2-(3,4-dimethoxyphenyl)-N-(1,1-dioxidobenzo[b]thiophen-6-yl)acetamide